O[C@@H]1[C@H](CCCC1)NC1=NC=C2C=C(N=C(C2=C1)NC(C)C)C#N 7-(((1S,2S)-2-hydroxycyclohexyl)amino)-1-(isopropylamino)-2,6-naphthyridine-3-carbonitrile